C(C)(C)(C)OC(=O)N1C2CC(C(C1C)C2)O[Si](C2=CC=CC=C2)(C2=CC=CC=C2)C(C)(C)C 5-[(tert-butyldiphenylsilyl)oxy]-3-methyl-2-azabicyclo[2.2.1]Heptane-2-carboxylic acid tert-butyl ester